C[C@@]12C=CC[C@H]1[C@@H]1CCC3=CC(CC[C@]3(C)[C@H]1CC2)O androsta-4,16-dien-3-ol